C(C)(=O)CO Acetyl-Methyl Alcohol